6-[4-Morpholinyl(3,4,5-trimethoxyphenyl)methyl]-1,3-benzodioxol-5-ol N1(CCOCC1)C(C=1C(=CC2=C(OCO2)C1)O)C1=CC(=C(C(=C1)OC)OC)OC